2-(4-chloro-3-methoxyphenyl)acetic acid methyl ester COC(CC1=CC(=C(C=C1)Cl)OC)=O